ClC=1C2=C(N=CN1)N(C=C2C=2C=C1C=CC=NC1=CC2)S(=O)(=O)C2=CC=C(C=C2)C 6-[4-chloro-7-(4-methylphenyl)sulfonylpyrrolo[2,3-d]pyrimidin-5-yl]quinoline